1-bromo-3-(chloromethyl)benzene BrC1=CC(=CC=C1)CCl